NC=1C2=C(N=CN1)N(C(=C2C2=CC(=C(C=C2)OC2=NC=CC(=N2)C)F)C2=C(C=C(C=C2)NC(C(=C)C2CC2)=O)C(F)(F)F)C N-(4-(4-amino-5-(3-fluoro-4-((4-methylpyrimidin-2-yl)oxy)phenyl)-7-methyl-7H-pyrrolo[2,3-d]pyrimidin-6-yl)-3-(trifluoromethyl)phenyl)-2-cyclopropylacrylamide